C(#N)C1=CC(=NC=C1)N1CCC2(CN(C2)C(N/N=C/2\CCCC=3C=CC=NC23)=S)CC1 (E)-7-(4-cyanopyridin-2-yl)-N'-(6,7-dihydroquinolin-8(5H)-ylidene)-2,7-diazaspiro[3.5]nonane-2-thiohydrazide